C(#N)C=1C=NN2C1C(=NC(=C2)C=2C=NN(C2)C)C=2C=CC(=NC2)N2CCC(CC2)(C)NC(OC(C)C)=O isopropyl (1-(5-(3-cyano-6-(1-methyl-1H-pyrazol-4-yl)pyrazolo[1,5-a]pyrazin-4-yl)pyridin-2-yl)-4-methylpiperidin-4-yl)carbamate